2-[4-[2-[1-(6,7-dihydro-5H-pyrrolo[1,2-c]imidazol-1-yl)-2-oxo-2-(thiazol-2-ylamino)ethyl]-4-fluoro-indazol-6-yl]phenyl]-2,7-diazaspiro[3.5]nonane-7-carboxylic acid tert-butyl ester C(C)(C)(C)OC(=O)N1CCC2(CN(C2)C2=CC=C(C=C2)C=2C=C(C3=CN(N=C3C2)C(C(NC=2SC=CN2)=O)C2=C3N(C=N2)CCC3)F)CC1